BrC1=CC(=C(OCC2CCN(CC2)C2=NC=C(C=N2)Cl)C=C1)F 2-(4-((4-bromo-2-fluorophenoxy)methyl)piperidin-1-yl)-5-chloropyrimidine